2-chloro-6-(3-(3,3,3-trifluoro-2,2-dimethylpropoxy)-1h-pyrazol-1-yl)nicotinic acid ClC1=C(C(=O)O)C=CC(=N1)N1N=C(C=C1)OCC(C(F)(F)F)(C)C